(R)-3-(3-butyl-7-fluoro-2-methyl-1,1-dioxido-5-phenyl-2,3,4,5-tetrahydrobenzo[f][1,2,5]thiadiazepin-8-yl)-4-(2-hydroxypropan-2-yl)benzoic acid C(CCC)[C@H]1N(S(C2=C(N(C1)C1=CC=CC=C1)C=C(C(=C2)C=2C=C(C(=O)O)C=CC2C(C)(C)O)F)(=O)=O)C